C1(CCCC1)C(N1C=C(C=2C1=NC=C(C2)C=2C(=NOC2C)C)C2=CC=C(C=C2)C(C(=O)O)(F)F)C2=NC=CC=C2 2-(4-(1-(cyclopentyl(pyridin-2-yl)methyl)-5-(3,5-dimethylisoxazol-4-yl)-1H-pyrrolo[2,3-b]pyridin-3-yl)phenyl)-2,2-difluoroacetic acid